C1(CCCCC1)NC=1N=C(C2=C(C=NNC2=O)N1)NC1=CC=C(C=C1)C1CCC2(CC2)CC1 6-(4-((2-(Cyclohexylamino)-5-oxo-5,6-dihydropyrimido[4,5-d]pyridazin-4-yl)amino)phenyl)spiro[2.5]octan